1,3,5-benzenetricarboxylic acid trichloride C1(=CC(=CC(=C1)C(=O)Cl)C(=O)Cl)C(=O)Cl